(S)-2-(3-methylbenzofuran-2-carboxamido)-5-oxo-N1-(2-oxo-1-(2-oxo-2-((1R,2S,4R)-1,7,7-trimethylbicyclo[2.2.1]heptan-2-ylamino)ethyl)-1,2-dihydropyridin-3-yl)hexanediamide CC1=C(OC2=C1C=CC=C2)C(=O)N[C@H](C(=O)NC=2C(N(C=CC2)CC(N[C@@H]2[C@@]1(CC[C@H](C2)C1(C)C)C)=O)=O)CCC(C(=O)N)=O